(1s,3s)-3-((5-(imidazo[1,2-a]pyrimidin-6-yl)-7H-pyrrolo[2,3-d]pyrimidin-2-yl)amino)-N,N,1-trimethylcyclobutane-1-carboxamide N=1C=CN2C1N=CC(=C2)C2=CNC=1N=C(N=CC12)NC1CC(C1)(C(=O)N(C)C)C